ClC1=CC=C(C=C1)C#CC1=CN(C2=CC=C(C=C12)NC(C=C)=O)C N-(3-((4-Chlorophenyl)ethynyl)-1-methyl-1H-indol-5-yl)acrylamide